ClC1=CC=C(C=C1)SC1CCN(CC1)C(=O)C1C2CCC(C1)N2C#N endo-2-(4-((4-chlorophenyl)thio)piperidine-1-carbonyl)-7-azabicyclo[2.2.1]heptan-7-carbonitrile